O1CCN(CC1)C=1C(=CC2=CN(N=C2C1)CCN1CCOCC1)N 6-morpholino-2-(2-morpholinoethyl)-2H-indazole-5-amine